C1=CC(=CC=C1SC2=CC=C(C=C2)Br)Br 4,4'-dibromodiphenyl sulfide